C(C1=CC=CC=C1)(=O)C1=CC(CC2=C(N1)C(=CC(=C2)C)C)=O 2-benzoyl-7,9-dimethyl-1,5-dihydro-4H-benzo[b]azepine-4-One